4-[[(2S)-1,4-dioxan-2-yl]methoxy]-9-[4-(4-fluorophenyl)-1-piperidyl]-1-methyl-6,7-dihydrobenzo[a]quinolizin-2-one O1[C@@H](COCC1)COC=1N2CCC3=C(C2=C(C(C1)=O)C)C=CC(=C3)N3CCC(CC3)C3=CC=C(C=C3)F